C(C)(C)NC=1SC=C(C1C(=O)O)C 2-(isopropylamino)-4-methylthiophene-3-carboxylic acid